(S)-dimethyl (2-oxo-3-phenylbutyl)phosphonate O=C(CP(OC)(OC)=O)[C@@H](C)C1=CC=CC=C1